C(=O)(OC(C)(C)C)N1C[C@H]([C@@H](CC1)O)F (3R,4R)-N-Boc-3-fluoro-4-hydroxypiperidine